N-methyl-1-((S)-oxetane-2-carbonyl)pyrrolidine-3-carboxamide CNC(=O)C1CN(CC1)C(=O)[C@H]1OCC1